(S)-1-(2-((S)-3-(quinolin-8-yloxy)pyrrolidin-1-yl)acetyl)pyrrolidine-2-carbonitrile N1=CC=CC2=CC=CC(=C12)O[C@@H]1CN(CC1)CC(=O)N1[C@@H](CCC1)C#N